benzoic acid, hydrazide C(C1=CC=CC=C1)(=O)NN